(R)-tert-butyl 3-((5-(4-(dimethylamino)-1,8-naphthyridin-2-yl)pentyl)oxy)pyrrolidine-1-carboxylate CN(C1=CC(=NC2=NC=CC=C12)CCCCCO[C@H]1CN(CC1)C(=O)OC(C)(C)C)C